CCCCCCCC=CCC=CCC=C pentadeca-8,11,14-trien